5-((6-Aminopyrimidin-4-yl)amino)-4-methoxyisoindolin-1-one hydrochloride Cl.NC1=CC(=NC=N1)NC=1C(=C2CNC(C2=CC1)=O)OC